4-(2-Chloro-5-fluorophenyl)-8-(2-(methoxymethoxy)ethyl)-5-nitroisoquinolin-1(2H)-one ClC1=C(C=C(C=C1)F)C1=CNC(C2=C(C=CC(=C12)[N+](=O)[O-])CCOCOC)=O